5-(4,6-dichloro-5-hydroxypicolinamido)-N-((1-methyl-1H-indazol-3-yl)methyl)thiazole-4-carboxamide ClC1=CC(=NC(=C1O)Cl)C(=O)NC1=C(N=CS1)C(=O)NCC1=NN(C2=CC=CC=C12)C